tert-butyl ((2R,3R)-3-(benzyloxy)-1-oxooctadecan-2-yl)carbamate C(C1=CC=CC=C1)O[C@@H]([C@H](C=O)NC(OC(C)(C)C)=O)CCCCCCCCCCCCCCC